FC1=CC=C(O[C@@H]2C[C@H](N(C2)C(CNC(CCCOC2=CC=CC=C2)=O)=O)C(=O)O)C=C1 (2S,4R)-4-(4-fluorophenoxy)-1-((4-phenoxybutyryl)glycyl)pyrrolidine-2-carboxylic acid